2-(3,3-difluorocyclobutyl)-N-(2-(4,4-difluorocyclohexyl)-4-(2,5-difluorophenyl)pyridin-3-yl)acetamide FC1(CC(C1)CC(=O)NC=1C(=NC=CC1C1=C(C=CC(=C1)F)F)C1CCC(CC1)(F)F)F